C(CCCC)C(CCCNC(CCCCCCC)=O)CCCCC N-(4-pentylnonyl)octanamide